3-(trimethyloxysilyl)propyldimethyloctadecylammonium chloride [Cl-].CO[Si](CCC[N+](CCCCCCCCCCCCCCCCCC)(C)C)(OC)OC